(E,Z)-N-((7-(3-cyano-5-fluorophenoxy)-3-((3-methoxypropyl)imino)-2,3-dihydro-1H-inden-4-yl)(fluoromethyl)(oxo)-λ6-sulfanylidene)methanesulfonamide C(#N)C=1C=C(OC=2C=CC(=C3/C(/CCC23)=N/CCCOC)S(=NS(=O)(=O)C)(=O)CF)C=C(C1)F